5-(chloromethyl)-2-(4-methoxybenzyl)-2H-tetrazole ClCC=1N=NN(N1)CC1=CC=C(C=C1)OC